4-(2'-(5-Isopropyl-1H-imidazol-2-yl)-3,4'-bipyridin-5-yl)morpholine trifluoroacetate salt FC(C(=O)O)(F)F.C(C)(C)C1=CN=C(N1)C1=NC=CC(=C1)C=1C=NC=C(C1)N1CCOCC1